5-(3-hydroxycyclohexyl)-N3-methyl-1-((S)-1-phenylethyl)-1H-pyrazole-3,5-dicarboxamide OC1CC(CCC1)C1(C=C(NN1[C@@H](C)C1=CC=CC=C1)C(=O)NC)C(=O)N